C(CCCCCCCCCCCCCCCCCCCCC)(=O)O.OCC(O)CO glycerin behenate